8-cyclopentyl-7-oxo-2-(1,2,3,4-tetrahydroisoquinolin-6-ylamino)pyrido[2,3-d]pyrimidine-6-carbonitrile C1(CCCC1)N1C(C(=CC2=C1N=C(N=C2)NC=2C=C1CCNCC1=CC2)C#N)=O